2-chloroethanesulfonyl chloride ClCCS(=O)(=O)Cl